C1(CC1)[C@@H](C)NC1=NC(=NC(=N1)N[C@H](C)C1CC1)C1=CC=CC(=N1)C#N 6-(4,6-bis((R)-1-cyclopropylethylamino)-1,3,5-triazin-2-yl)picolinonitrile